(4R)-tert-butyl 2,2-dimethyl-4-tetrahydrofuran-2-yl-oxazolidine-3-carboxylate CC1(OC[C@@H](N1C(=O)OC(C)(C)C)C1OCCC1)C